CC1=NN=C2N1C1=CC(=CC=C1C(=N2)NC2=CC=CC=C2)[N+](=O)[O-] methyl-8-nitro-N-phenyl-[1,2,4]triazolo[4,3-a]quinazolin-5-amine